FC1=C(C=CC=C1)C1=C(C(=CC=C1)C=1C=C2CN(C(C2=CC1)=O)CCC(=O)OCC)C ethyl 3-(5-(2'-fluoro-2-methyl-[1,1'-biphenyl]-3-yl)-1-oxoisoindolin-2-yl)propanoate